5-(1-(2,2-Difluoroethyl)-1H-benzo[d][1,2,3]triazol-6-yl)-N-((3R,4S)-3-fluoro-1-methylpiperidin-4-yl)pyrrolo[2,1-f][1,2,4]triazin-2-amine FC(CN1N=NC2=C1C=C(C=C2)C=2C=CN1N=C(N=CC12)N[C@@H]1[C@@H](CN(CC1)C)F)F